3,6-bis(5-bromothien-2-yl)-2,5-bis(dodecyl)pyrrolo[3,4-c]pyrrole-1,4-dione BrC1=CC=C(S1)C=1N(C(C2=C(N(C(C21)=O)CCCCCCCCCCCC)C=2SC(=CC2)Br)=O)CCCCCCCCCCCC